CN1N=C(C=C1NC(=O)NC1=NC(=CC=C1)C1=NN=CN1C(C)C)C 1-(1,3-dimethyl-1H-pyrazol-5-yl)-3-(6-(4-isopropyl-4H-1,2,4-triazol-3-yl)pyridin-2-yl)urea